C(C([2H])([2H])[2H])O ethanol-2,2,2-d3